N-((2R,3S)-2-methylazetidine-3-yl)acetamide C[C@H]1NC[C@@H]1NC(C)=O